N2,N2-dimethyl-N5-[2-(2-methyl-1-piperidyl)phenyl]thiophene-2,5-disulfonamide CN(S(=O)(=O)C=1SC(=CC1)S(=O)(=O)NC1=C(C=CC=C1)N1C(CCCC1)C)C